CC(=CC(=O)N1CCN(CC1)CCCN1C(C=CC2=C1N=CN=C2)=O)C 8-(3-(4-(3-methylbut-2-enoyl)piperazin-1-yl)propyl)pyrido[2,3-d]pyrimidin-7(8H)-one